3-bromo-1-chloro-5,5-dimethylhydantoin BrN1C(N(C(C1=O)(C)C)Cl)=O